NCCC[C@H]1CC(N(C1)C1=C(C(=O)NS(=O)(=O)C2=NC(=CC=C2)F)C=CC(=N1)N1N=C(C=C1)OCCC1C2(C13CC3)CC2)(C)C (S)-2-(4-(3-aminopropyl)-2,2-dimethylpyrrolidin-1-yl)-6-(3-(2-(dispiro[2.0.24.13]heptan-7-yl)ethoxy)-1H-pyrazol-1-yl)-N-((6-fluoropyridin-2-yl)sulfonyl)nicotinamide